N-[[2,3-dichloro-6-(2-formylphenyl)sulfanyl-phenyl]methyl]carbamic acid 9H-fluoren-9-ylmethyl ester C1=CC=CC=2C3=CC=CC=C3C(C12)COC(NCC1=C(C(=CC=C1SC1=C(C=CC=C1)C=O)Cl)Cl)=O